C(N)(=O)CC[C@@H](COC1=C(C(=CC(=C1)C)CCCCO)F)NC(OC(C)(C)C)=O tert-butyl N-[(2S)-4-carbamoyl-1-[2-fluoro-3-(4-hydroxybutyl)-5-methylphenoxy]butan-2-yl]carbamate